(R)-2-isopropoxy-4-(((1-(trityloxy)henicosan-2-yl)oxy)methyl)benzonitrile C(C)(C)OC1=C(C#N)C=CC(=C1)CO[C@@H](COC(C1=CC=CC=C1)(C1=CC=CC=C1)C1=CC=CC=C1)CCCCCCCCCCCCCCCCCCC